3-(2-cyanopropan-2-yl)-N-(4-methyl-3-(4-(4-((tetrahydrofuran-3-yl)oxy)pyridin-3-yl)-1H-pyrazol-1-yl)phenyl)benzamide PLATINUM-PALLADIUM [Pd].[Pt].C(#N)C(C)(C)C=1C=C(C(=O)NC2=CC(=C(C=C2)C)N2N=CC(=C2)C=2C=NC=CC2OC2COCC2)C=CC1